ClC1=CC(=C2C(=N1)SC(=N2)N)C(F)(F)F 5-chloro-7-(trifluoromethyl)-1,3-thiazolo[5,4-b]pyridin-2-ylamine